(S)-4-(8-amino-3-(4-(but-2-ynyl)-4-azaspiro[2.4]heptan-5-yl)imidazo[1,5-a]pyrazin-1-yl)-N-(pyridin-2-yl)benzamide NC=1C=2N(C=CN1)C(=NC2C2=CC=C(C(=O)NC1=NC=CC=C1)C=C2)[C@H]2N(C1(CC1)CC2)CC#CC